COC(=O)C1=CNC(=C1C)C=C1C(NC2=CC=C(C=C12)S(NC)(=O)=O)=O 4-methyl-5-(5-methylsulfamoyl-2-oxo-1,2-dihydro-indol-3-ylidenemethyl)-1H-pyrrole-3-carboxylic acid methyl ester